C1=NC=CC2=CC=C(C=C12)C=1N(C2=CC=CC=C2C1)CCCCCF isoquinolin-7-yl-1-(5-fluoropentyl)-1H-indole